Dimethyl 1-benzyl-1H-pyrazole-3,5-dicarboxylate C(C1=CC=CC=C1)N1N=C(C=C1C(=O)OC)C(=O)OC